2,2,5,5-tetramethyl-1,3-dioxane-4-carboxamide CC1(OCC(C(O1)C(=O)N)(C)C)C